1-((4-(2-Ethoxyethyl)-5-(trifluoromethyl)-1H-pyrazol-3-yl)methyl)-3-(4-fluorophenyl)-1-(6-methoxypyridin-3-yl)urea C(C)OCCC=1C(=NNC1C(F)(F)F)CN(C(=O)NC1=CC=C(C=C1)F)C=1C=NC(=CC1)OC